CC1(CC1)C=1C=C(C=CC1)C1CCN(CC1)C(=O)C1CC2(C1)NC(CC2)=O (2r,4s)-2-(4-(3-(1-methylcyclopropyl)phenyl)piperidine-1-carbonyl)-5-azaspiro[3.4]octan-6-one